CC=1C(=CC2=C(N[C@H](CC(N2)=O)C=2C=C(C(=O)OC)C=CC2)C1)C(F)(F)F |r| (±)-Methyl 3-(8-methyl-4-oxo-7-(trifluoromethyl)-2,3,4,5-tetrahydro-1H-benzo[b][1,4]diazepin-2-yl)benzoate